methyl (R)-1,4-dioxa-7-azaspiro[4.4]nonane-8-carboxylate O1CCOC12CN[C@H](C2)C(=O)OC